2-(5-bromo-2-(isobutyryloxy)-3-(nicotinoyl-oxy)benzylideneamino)-3-(4-hydroxyphenyl)-propanoic acid BrC=1C=C(C(=C(C=NC(C(=O)O)CC2=CC=C(C=C2)O)C1)OC(C(C)C)=O)OC(C1=CN=CC=C1)=O